1-[(4-fluorophenyl)methyl]-6-(oxetan-3-yl)-2-oxo-1,8-naphthyridine-3-carboxylic acid FC1=CC=C(C=C1)CN1C(C(=CC2=CC(=CN=C12)C1COC1)C(=O)O)=O